2-(4-chlorophenyl)-1,2,3,4-tetrahydroquinazoline ClC1=CC=C(C=C1)C1NC2=CC=CC=C2CN1